ClC1=NC(=NN2C1=C(C(=C2)C2=NN(C=C2)CC(F)(F)F)C)C=2N(C=CN2)C 4-chloro-5-methyl-2-(1-methyl-1H-imidazol-2-yl)-6-(1-(2,2,2-trifluoroethyl)-1H-pyrazol-3-yl)pyrrolo[2,1-f][1,2,4]triazine